5-(3-propoxybenzoyl)-3-(1,2,3,6-tetrahydropyridin-4-yl)-1H-indole C(CC)OC=1C=C(C(=O)C=2C=C3C(=CNC3=CC2)C=2CCNCC2)C=CC1